2-((2,5-dimethylbenzo[d]thiazol-6-yl)amino)-7-methyl-9-(2-oxaspiro[3.3]heptan-6-yl)-7,9-dihydro-8H-purin-8-one CC=1SC2=C(N1)C=C(C(=C2)NC2=NC=C1N(C(N(C1=N2)C2CC1(COC1)C2)=O)C)C